N-(trimethylsilylmethyl)benzyl-D-prolinamide C[Si](C)(C)CNC([C@@H]1N(CCC1)CC1=CC=CC=C1)=O